C(C)OC(=O)C1=C(SC(=C1C(=O)OCC)N=CC=1SC(=CC1)[N+](=O)[O-])NC(C1=CC=C(C=C1)C)=O 2-(4-methylbenzamido)-5-(5-nitrothiophen-2-yl)methyleneaminothiophene-3,4-dicarboxylic acid diethyl ester